2-(3,5-dimethyl-1H-pyrazol-4-yl)-N-(1-((1s,3s)-3-ethoxycyclobutyl)-3-(pyridin-2-yl)-1H-pyrazol-4-yl)thiazole-4-carboxamide CC1=NNC(=C1C=1SC=C(N1)C(=O)NC=1C(=NN(C1)C1CC(C1)OCC)C1=NC=CC=C1)C